C(CCC)P(CCCC)CCCC.[Se] selenium tributyl-phosphine